(3-([1,1'-Biphenyl]-2-ylethynyl)-1H-indazol-5-yl)(8-oxa-3-azabicyclo[3.2.1]octan-3-yl)methanone C1(=C(C=CC=C1)C#CC1=NNC2=CC=C(C=C12)C(=O)N1CC2CCC(C1)O2)C2=CC=CC=C2